(5-((3-nitro-6-phenylpyridin-2-yl)amino)pyridin-2-yl)methanol [N+](=O)([O-])C=1C(=NC(=CC1)C1=CC=CC=C1)NC=1C=CC(=NC1)CO